homoallyl-phosphorus C(CC=C)[P]